ClC1=C(C=C(C=C1)C=1N=C(SC1F)N)F 4-(4-chloro-3-fluorophenyl)-5-fluoro-1,3-thiazol-2-ylamine